ClC1=CC(=NC=C1)[C@@H]1[C@H](C1)C(=O)NC1=NC=NC(=C1)NCC=1N=C2N(C=C(C=C2)C2CC2)C1 |r| rac-(1S*,2S*)-2-(4-chloropyridin-2-yl)-N-(6-(((6-cyclopropylimidazo[1,2-a]pyridin-2-yl)methyl)amino)pyrimidin-4-yl)cyclopropane-1-carboxamide